6-acetyl-8-cyclopentyl-2-((5-(1-(((1r,4r)-4-(hydroxymethyl)cyclohexyl)methyl)piperidin-4-yl)pyridin-2-yl)amino)-5-methylpyrido[2,3-d]pyrimidin-7(8H)-one C(C)(=O)C1=C(C2=C(N=C(N=C2)NC2=NC=C(C=C2)C2CCN(CC2)CC2CCC(CC2)CO)N(C1=O)C1CCCC1)C